C(C(CCl)O)O 3-chloropropanediol